6-(5-((2,4-difluorophenyl)sulfonamido)-6-methoxypyridin-3-yl)thieno[2,3-d]pyrimidine FC1=C(C=CC(=C1)F)S(=O)(=O)NC=1C=C(C=NC1OC)C1=CC2=C(N=CN=C2)S1